C(N)(O[C@]1(C[C@H](CCC1)C(NC=1N=CC2=C(N1)C(=NC(=C2)C)NC(C)C)=O)C(C)(C)C)=O tert-butyl((1R,3S)-3-((8-(isopropylamino)-6-methylpyrido[3,4-d]pyrimidin-2-yl) carbamoyl) cyclohexyl) carbamate